FC1=C(OC2=C(C=C(C=C2)S(=O)(=O)N)C2=CN(C(C=C2)=O)C)C=CC(=C1)F 4-(2,4-difluorophenoxy)-3-(1-methyl-6-oxopyridin-3-yl)benzenesulfonamide